(1S,3R,4S)-3,4-Dihydroxycyclohexane-1-carboxylate O[C@@H]1C[C@H](CC[C@@H]1O)C(=O)[O-]